methyl 6-((tetrahydrofuran-3-yl)carbamoyl)spiro[3.3]heptane-2-carboxylate O1CC(CC1)NC(=O)C1CC2(CC(C2)C(=O)OC)C1